2-Ethylsulfanyl-N-[(4-fluoro-3-methyl-phenyl)-methyl]-4-methyl-6-morpholin-4-yl-pyridine-3-carboxylic acid amide C(C)SC1=NC(=CC(=C1C(=O)NCC1=CC(=C(C=C1)F)C)C)N1CCOCC1